ethyl 3-bromo-5-methyl-1-(tetrahydro-2H-pyran-2-yl)-1H-pyrazole-4-carboxylate BrC1=NN(C(=C1C(=O)OCC)C)C1OCCCC1